COC(C1=C(C(=CC(=C1)Cl)OC)Br)=O.OC(CC(=O)N[C@@H](C)C1=CC(=CC=C1)OC(F)(F)F)C(C)C 3-Hydroxy-4-methyl-N-((S)-1-(3-(trifluoromethoxy)phenyl)ethyl)pentanamide Methyl-2-bromo-5-chloro-3-methoxybenzoate